N-(4-cyanobenzyl)-4-(3-nitrobenzoyl)-1H-pyrrole-2-carboxamide C(#N)C1=CC=C(CNC(=O)C=2NC=C(C2)C(C2=CC(=CC=C2)[N+](=O)[O-])=O)C=C1